thiazepine-1-Oxide S1(N=CC=CC=C1)=O